ClC=1C=C(OC2CCC(CC2)NC(=O)C2=CC=C(N=N2)N2CC3(CN(C3)OC(=O)N3CCCCC3)C2)C=CC1C#N (6-(6-(((1r,4r)-4-(3-chloro-4-cyanophenoxy)cyclohexyl)carbamoyl)pyridazine-3-yl)-2,6-diazaspiro[3.3]heptane-2-yl)piperidine-1-formate